C(C)OC(=O)C1=NC=C(N=C1N)C(F)(F)F 3-Amino-5-trifluoromethyl-pyrazine-2-carboxylic acid ethyl ester